ethyl 4-bromo-1H-pyrrolo[2,3-b]pyridine-2-carboxylate BrC1=C2C(=NC=C1)NC(=C2)C(=O)OCC